(7S)-4'-chloro-6-methyl-2-sulfanyl-spiro[5,8-dihydropyrido[4,3-d]pyrimidin-7,1'-indan]-4-ol ClC1=C2CC[C@@]3(C2=CC=C1)CC=1N=C(N=C(C1CN3C)O)S